5-(benzylthio)-3-methylisoxazole C(C1=CC=CC=C1)SC1=CC(=NO1)C